2-((2,3-dihydrothieno[3,4-b][1,4]dioxin-2-yl)methoxy)-N-(2-(2,5-dioxo-2,5-dihydro-1H-pyrrol-1-yl)ethyl)acetamide O1C=2C(OCC1COCC(=O)NCCN1C(C=CC1=O)=O)=CSC2